C(CCCC)S(=O)(=O)[O-].[Mn+2].C(CCCC)S(=O)(=O)[O-] manganese(II) pentanesulfonate